benzyl 4-(((2S,6R)-4-(4-((2,6-dioxopiperidin-3-yl)amino)-2,6-difluorophenyl)-2,6-dimethylpiperazin-1-yl)methyl)piperidine-1-carboxylate O=C1NC(CCC1NC1=CC(=C(C(=C1)F)N1C[C@@H](N([C@@H](C1)C)CC1CCN(CC1)C(=O)OCC1=CC=CC=C1)C)F)=O